C1(=C(C=CC=C1)C#CC(=O)N1CCN(CC1)C)C1=CC=CC=C1 3-([1,1'-biphenyl]-2-yl)-1-(4-methylpiperazin-1-yl)prop-2-yn-1-one